(2R,3R,4S,5R)-2-(4-hydrazineylidene-1,4-dihydro-7H-pyrrolo[2,3-d]pyrimidin-7-yl)-5-((R)-hydroxy(4-(trifluoromethyl)phenyl)methyl)tetrahydrofuran-3,4-diol N(N)=C1C2=C(NC=N1)N(C=C2)[C@@H]2O[C@@H]([C@H]([C@H]2O)O)[C@@H](C2=CC=C(C=C2)C(F)(F)F)O